C(C)(C)(C)[Si](OC1CC(CC1)O)(C)C (+/-)-3-(tert-butyldimethyl-silanyloxy)-cyclopentanol